O=C(OCCOCCOCCOCCN(C)C)N(CC1=CC=C(C=C1)OC)CC1=CC=C(C=C1)OC 13-oxo-15-(4-methoxyphenyl)-14-(4-methoxybenzyl)-3,6,9,12-tetraoxa-14-aza-pentadecyl-N,N-dimethylamine